2,4,6-tris(9-(pyridin-3-yl)-9H-[3,9'-bicarbazol]-6-yl)-1,3,5-triazine N1=CC(=CC=C1)N1C2=CC=C(C=C2C=2C=C(C=CC12)N1C2=CC=CC=C2C=2C=CC=CC12)C1=NC(=NC(=N1)C=1C=C2C=3C=C(C=CC3N(C2=CC1)C=1C=NC=CC1)N1C2=CC=CC=C2C=2C=CC=CC12)C=1C=C2C=3C=C(C=CC3N(C2=CC1)C=1C=NC=CC1)N1C2=CC=CC=C2C=2C=CC=CC12